CC1=C(C=NC=2OCCNC21)N2CC=1N=C(N=CC1CC2)NC=2C=C1CNC(C1=CC2)=O 5-[(7-{8-methyl-1H,2H,3H-pyrido[2,3-b][1,4]oxazin-7-yl}-5H,6H,7H,8H-pyrido[3,4-d]pyrimidin-2-yl)amino]-2,3-dihydro-1H-isoindol-1-one